BrC1C(N(OCC1)CC1=CC=C(C=C1)Cl)=O 4-bromo-2-(4-chlorobenzyl)-1,2-oxazinan-3-one